5-((1R,4R)-5-((4'-chloro-5,5-dimethyl-3,4,5,6-tetrahydro-[1,1'-biphenyl]-2-yl)methyl)-2,5-diazabicyclo[2.2.1]heptane-2-carbonyl)-2-(2,6-dioxopiperidin-3-yl)isoindoline-1,3-dione ClC1=CC=C(C=C1)C1=C(CCC(C1)(C)C)CN1[C@H]2CN([C@@H](C1)C2)C(=O)C=2C=C1C(N(C(C1=CC2)=O)C2C(NC(CC2)=O)=O)=O